FC1=C(C=C(C(=C1)C(F)(F)F)B1OC(C(O1)(C)C)(C)C)O 2-fluoro-5-(4,4,5,5-tetramethyl-1,3,2-dioxaborolan-2-yl)-4-(trifluoromethyl)phenol